C(C)(C)(C)OC(=O)N1C(CC1)=CC#N (Cyanomethylene)azetidine-1-carboxylic acid tert-butyl ester